ClC1=CC=CC(=N1)CNC(=O)C=1N=CN(C1)C1=NC(=NC=C1C)NC1CCOCC1 N-((6-chloro-pyridin-2-yl)methyl)-1-(5-methyl-2-((tetrahydro-2H-pyran-4-yl)amino)-pyrimidin-4-yl)-1H-imidazole-4-carboxamide